2-(1-(1,4-diazepan-1-yl)butyl)-7-bromo-3-ethyl-6-fluoroquinazolin-4(3H)-one N1(CCNCCC1)C(CCC)C1=NC2=CC(=C(C=C2C(N1CC)=O)F)Br